5-(3-methylimidazo[1,2-b]pyridazin-6-yl)-N-((6-(4-methylpiperazin-1-yl)pyridin-3-yl)methyl)-7H-pyrrolo[2,3-d]pyrimidin-2-amine CC1=CN=C2N1N=C(C=C2)C2=CNC=1N=C(N=CC12)NCC=1C=NC(=CC1)N1CCN(CC1)C